2-fluoro-N-[(3R,4S)-4-fluoro-1-(3-fluorocyclobutanecarbonyl)pyrrolidin-3-yl]benzamide FC1=C(C(=O)N[C@@H]2CN(C[C@@H]2F)C(=O)C2CC(C2)F)C=CC=C1